1-amino-2-(3-hydroxy-2,6-dimethylphenyl)-4,6-dimethyl-2,8-dihydro-9H-2,3,5,8-tetraazabenzo[cd]azulene-9-one NC=1N(C2=C3C(C(=CNC(C13)=O)C)=NC(=N2)C)C2=C(C(=CC=C2C)O)C